3-[3-Methyl-2-oxo-4-(3-piperazin-1-ylcyclobutoxy)benzimidazol-1-yl]piperidine-2,6-dione CN1C(N(C2=C1C(=CC=C2)OC2CC(C2)N2CCNCC2)C2C(NC(CC2)=O)=O)=O